Kalium Cetyl Phosphat P(=O)(OCCCCCCCCCCCCCCCC)([O-])[O-].[K+].[K+]